3-(5-amino-6-methylpyridin-2-yl)-6-chloro-1H-indole-7-carbonitrile NC=1C=CC(=NC1C)C1=CNC2=C(C(=CC=C12)Cl)C#N